1,4-dimethylimidazole CN1C=NC(=C1)C